C(#N)C1=CC=2[C@@H]3[C@H](CN(C2C(=C1)C1=C2C(=NC=C1)C=C(S2)CO)[C@H]2CN(CC2)C(=O)OC(C)(C)C)C3 (R)-tert-butyl 3-((1aR,7bS)-6-cyano-4-(2-(hydroxymethyl)thieno[3,2-b]pyridin-7-yl)-1a,2-dihydro-1H-cyclopropa[c]quinolin-3(7bH)-yl)pyrrolidine-1-carboxylate